CC1=NC=C(C(=O)O)C=C1NC(=O)C=1C=NN2C1SC(=C2)C=2C=NN(C2)C 6-methyl-5-(2-(1-methyl-1H-pyrazol-4-yl)pyrazolo[5,1-b]thiazole-7-carboxamido)nicotinic acid